1-(4-(4-(4-(benzo[d]thiazol-6-ylamino)quinolin-7-yl)-5-fluoro-2-methylbenzoyl)piperazin-1-yl)-2-methylpropan-1-one S1C=NC2=C1C=C(C=C2)NC2=CC=NC1=CC(=CC=C21)C2=CC(=C(C(=O)N1CCN(CC1)C(C(C)C)=O)C=C2F)C